C1(CC1)N1CCN(CC1)C1CCN(CC1)C1=C(C=C(C(=C1)OC)NC1=NC=NC(=C1)N1OCC[C@@H]1C1=C(C(=CC=C1)Cl)Cl)NC(C=C)=O N-(2-(4-(4-cyclopropylpiperazine-1-yl)piperidine-1-yl)-5-((6-((R)-3-(2,3-dichlorophenyl)-isoxazolidine-2-yl)pyrimidine-4-yl)amino)-4-methoxyphenyl)acrylamide